3-(N-(tert-butoxycarbonyl)ethylsulfonamido)pyrrolidine C(C)(C)(C)OC(=O)N(S(=O)(=O)CC)C1CNCC1